4-(4-((5,5-dimethyl-2-(3-methylbicyclo[1.1.1]pentan-1-yl)cyclohex-1-en-1-yl)methyl)piperazin-1-yl)benzoic acid CC1(CCC(=C(C1)CN1CCN(CC1)C1=CC=C(C(=O)O)C=C1)C12CC(C1)(C2)C)C